CSC1=NC=CC(=N1)N1CCC(CC1)C(=O)N1OCC[C@H]1C=1C=C(C=NC1)C#N 5-[(3S)-2-[1-(2-methylsulfanyl-pyrimidin-4-yl)piperidine-4-carbonyl]isoxazolidin-3-yl]pyridine-3-carbonitrile